3-(azetidin-1-yl)-N-(2-(2-chlorophenyl)propan-2-yl)-2-methylpropanamide N1(CCC1)CC(C(=O)NC(C)(C)C1=C(C=CC=C1)Cl)C